NC1=C(C(=C(C=N1)C1=CC=C(C=C1)O)CC)C1=CC=C(C=C1)S(=O)(=O)C 4-[6-amino-4-ethyl-5-(4-methylsulfonylphenyl)-3-pyridinyl]phenol